racemic-(1S,2R)-1-amino-5-bromo-2,3-dihydro-1H-inden-2-ol N[C@@H]1[C@@H](CC2=CC(=CC=C12)Br)O |r|